CCCCCCCCCCCCCCCCCCCCCCCC[C@H]([C@@H](CCCCCCCCCCCCCCCCCC[C@@H]1C[C@@H]1[C@H](C)CCCCCCCCCCCCCCCC[C@@H]([C@@H](C)CCCCCCCCCCCCCCCCCC)OC)O)C(=O)O The molecule is a chiral mycolic acid analogue comprising 3-hydroxypropanoic acid having a tetracosanyl group at position 2 and a further long-chain alkyl group containing cyclopropyl and methoxy functions attached at position 3.